5-(4-methylphenyl)-5-methyl-4,5-dihydroisoxazole CC1=CC=C(C=C1)C1(CC=NO1)C